O(C1=CC=C(C=C1)C(C(C)(C)O)=O)C1=CC=C(C=C1)C(C(C)(O)C)=O 1'-[oxybis(4,1-phenylene)]bis(2-hydroxy-2-methyl-1-propanone)